2-(1,3-dimethyl-1H-pyrazol-5-yl)-4-(5-(2,6-dimethylphenoxy)-1-methyl-2-oxo-1,2-dihydropyridin-4-yl)-6-methyl-1,6-dihydro-7H-pyrrolo[2,3-c]pyridin-7-one CN1N=C(C=C1C1=CC2=C(C(N(C=C2C2=CC(N(C=C2OC2=C(C=CC=C2C)C)C)=O)C)=O)N1)C